2-(2-amino-3-pyridylmethylene)aminophenol NC1=NC=CC=C1C=NC1=C(C=CC=C1)O